C(C)(=O)OCCCC(C)Cl 4-Chloropentyl acetate